F[C@H]1CN(CC[C@H]1OC)C1=NC=CC(=N1)NC=1N=CC2=C(C=CC(=C2C1)[C@@H]1COCC[C@@H]1NC(C=C)=O)N1CC(C1)CS(=O)(=O)C N-((3S,4S)-3-(3-((2-((3S,4R)-3-fluoro-4-methoxypiperidin-1-yl)pyrimidin-4-yl)amino)-8-(3-((methylsulfonyl)methyl)azetidin-1-yl)isoquinolin-5-yl)tetrahydro-2H-pyran-4-yl)acrylamide